FC(C1=NC=CC(=C1)N)(F)F (2-trifluoromethyl-pyridin-4-yl)-amine